[Cu](Cl)Cl.NC1=NC2=C3N=C(C=CC3=CC=C2C=C1)N (2,9-diaminophenanthroline) copper (II) dichloride